(1S,5S,6R)-7-chloro-5-methyl-2-aza-bicyclo[4.1.0]Hept-2-en-3-ylamine ClC1[C@@H]2[C@H](CC(=N[C@H]12)N)C